O1[C@H](COCC1)CN1N=C2C3=C(C=CC2=C1)OC(=C3C(F)(F)F)C(=O)NCC3=NC=C(N=C3)C 2-{[(2S)-1,4-dioxan-2-yl]methyl}-N-[(5-methylpyrazin-2-yl)methyl]-8-(trifluoromethyl)-2H-furo[2,3-g]indazole-7-carboxamide